C(C)[C@H]1O[C@@H](CN(C1)C1=CC=C(C(=N1)C)NC1CCC(CC1)N)CC N1-(6-((2R,6R)-2,6-diethylmorpholino)-2-methylpyridin-3-yl)cyclohexane-1,4-diamine